2-((1-(2-(3-azabicyclo[3.1.0]hexan-3-yl)-5-cyano-3,6-dimethyl-4-oxo-3,4-dihydro-quinazolin-8-yl)ethyl)amino)benzoic acid C12CN(CC2C1)C1=NC2=C(C=C(C(=C2C(N1C)=O)C#N)C)C(C)NC1=C(C(=O)O)C=CC=C1